C(C)(C)(C)OC(=O)N1CC2(N(C3=NC=CC=C3CC2F)CC2=CC=C(C=C2)OC)CC1 fluoro-1'-(4-methoxybenzyl)-3',4'-dihydro-1'H-spiro[pyrrolidine-3,2'-[1,8]naphthyridine]-1-carboxylic acid tert-butyl ester